Methyl-2-methyl-1,3,4'-trioxo-2,3-dihydro-1H,4'H-spiro[isoquinoline-4,1'-naphthalene]-7'-carboxylate COC(=O)C1=CC=C2C(C=CC3(C2=C1)C(N(C(C1=CC=CC=C13)=O)C)=O)=O